4-cyclopropylnicotinic acid methylcarbonate COC(O)=O.C1(CC1)C1=CC=NC=C1C(=O)O